(2R)-N-(4-tert-butylphenyl)-1-cyano-N-[2-(2-morpholinoethylamino)-2-oxo-1-(3-pyridyl)ethyl]pyrrolidine-2-carboxamide C(C)(C)(C)C1=CC=C(C=C1)N(C(=O)[C@@H]1N(CCC1)C#N)C(C(=O)NCCN1CCOCC1)C=1C=NC=CC1